5-(difluoromethyl)-6-(1-methylbenzimidazol-4-yl)-3-(4-morpholinoanilino)pyrazine-2-carboxamide FC(C=1N=C(C(=NC1C1=CC=CC=2N(C=NC21)C)C(=O)N)NC2=CC=C(C=C2)N2CCOCC2)F